CC1=C(C=CC=C1NC(C1=NC=C(C(=C1)C)C=C)=O)C1=C(C(=CC=C1)NC(C1=NC=C(C(=C1)C)C=C)=O)C N,N'-(2,2'-dimethyl-[1,1'-biphenyl]-3,3'-diyl)bis(4-methyl-5-vinylpicolinamide)